ClC1=C(C=C(C=C1)Cl)CC(=O)O 2,5-dichlorophenyl-acetic acid